CC1=C(C=C(C(=C1)C=C)C)C=C 2,5-dimethyl-1,4-divinylbenzene